NC1=CC(=C(C=C1OC)N1CCC(CC1)N1CCC2(CCCN(C2)C=2C=C3C(N(C(C3=CC2)=O)C2C(NC(CC2)=O)=O)=O)CC1)C1CC1 5-(9-(1-(4-amino-2-cyclopropyl-5-methoxyphenyl)piperidin-4-yl)-2,9-diazaspiro[5.5]undec-2-yl)-2-(2,6-dioxopiperidin-3-yl)isoindoline-1,3-dione